N-[(1R,3S)-3-{[6-fluoro-2-(trifluoromethyl)quinolin-4-yl]amino}cyclohexyl]imidazo[1,2-a]pyridine-7-carboxamide FC=1C=C2C(=CC(=NC2=CC1)C(F)(F)F)N[C@@H]1C[C@@H](CCC1)NC(=O)C1=CC=2N(C=C1)C=CN2